5-(4-bromo-2-hydroxyphenyl)-3,6-bis(4-methoxybenzyl)-3,6-dihydro-7H-[1,2,3]triazolo[4,5-d]pyrimidin-7-one BrC1=CC(=C(C=C1)C=1N(C(C2=C(N1)N(N=N2)CC2=CC=C(C=C2)OC)=O)CC2=CC=C(C=C2)OC)O